[La].C(C)(C)N(C=N)C(C)C.C(C)(C)N(C=N)C(C)C.C(C)(C)N(C=N)C(C)C tri(N,N-diisopropylformamidine) lanthanum